ClC1=C(C=CC=C1)C=1C=CC=C(C1C(=O)O)O chlorobenzenesalicylic acid